3-[(2-phenylimidazo[1,2-a]pyrazin-3-yl)amino]benzoic acid C1(=CC=CC=C1)C=1N=C2N(C=CN=C2)C1NC=1C=C(C(=O)O)C=CC1